2-(tert-Butyl)-5-fluoro-1'-methylspiro[indole-3,3'-indolin]-2'-one C(C)(C)(C)C1=NC2=CC=C(C=C2C12C(N(C1=CC=CC=C21)C)=O)F